ClC1=NC=C(C(=O)NC=2C=C(C=CC2N2CCN(CC2)C)N2N=NC(=C2)C(=O)OC)C(=C1)C(F)(F)F methyl 1-(3-(6-chloro-4-(trifluoromethyl)nicotinamido)-4-(4-methylpiperazin-1-yl)phenyl)-1H-1,2,3-triazole-4-carboxylate